C(C=CCCCCCCCCCCCCCCC)(=O)OCC(OC(C=CCCCCCCCCCCCCCCC)=O)COP(=O)(O)OCCN 1,2-di-(9Z-octadecenoyl)-glycero-3-phosphoethanolamine